COC1=C(C=CC=C1)C1=C(C(=CC=C1)C1=C(C=CC=C1)OC)P(C1=CC=CC=C1)C1=C(C=CC=C1)S(=O)(=O)O [2,6-bis(2-methoxyphenyl)phenyl]-(2-sulfophenyl)phenylphosphine